FC1CC(N(C1)C(C(C)C1=NC=CC=C1)=O)C(=O)NC(C1=CC=C(C=C1)C(C)C)C1=CC=CC=C1 4-fluoro-N-{phenyl-[4-(prop-2-yl)phenyl]methyl}-1-[2-(pyridin-2-yl)propionyl]pyrrolidine-2-carboxamide